4-chloro-2-(2-(methoxymethyl)-7-methylquinoxalin-5-yl)benzo[d]thiazole ClC1=CC=CC2=C1N=C(S2)C2=C1N=CC(=NC1=CC(=C2)C)COC